D-glucopyranosyloxymethyluracil C1([C@H](O)[C@@H](O)[C@H](O)[C@H](O1)CO)OCC=1C(NC(NC1)=O)=O